ClC1=NC2=C(C(=N1)Cl)N=CC(=C2)Cl 2,4,7-trichloropyridopyrimidine